FC=1C=C(C=CC1)C=1N(C(C2=C(N1)C=NC(=C2)C2=CC=C(C=C2)OC(F)(F)F)=O)[C@H](CO)C (3-fluorophenyl)-3-[(1S)-2-hydroxy-1-methyl-ethyl]-6-[4-(trifluoromethoxy)phenyl]pyrido[3,4-d]pyrimidin-4-one